N=1NN=NC1CCN1C(=C(C2=CC(=CC=C12)C(=O)O)CCC1=CC=C(C=C1)Cl)CCC=1SC2=C(N1)C=C(C=C2)OCCOC 1-(2-(2H-tetrazol-5-yl)ethyl)-3-(4-chlorophenethyl)-2-(2-(5-(2-methoxyethoxy)benzo[d]thiazol-2-yl)ethyl)-1H-indole-5-carboxylic acid